CC(CNC=1N=CC(=NC1)C(=O)O)CNC1=NC=C(C=N1)SC 5-((2-Methyl-3-((5-(methylsulfanyl)pyrimidin-2-yl)amino)propyl)amino)pyrazine-2-carboxylic acid